6-Chloro-3-[[(1R)-1-[3,6-dimethyl-2-(2-methylthiazolo[5,4-b]pyridin-5-yl)-4-oxo-chromen-8-yl]ethyl]amino]pyridine-2-carboxylic acid ClC1=CC=C(C(=N1)C(=O)O)N[C@H](C)C=1C=C(C=C2C(C(=C(OC12)C1=CC=C2C(=N1)SC(=N2)C)C)=O)C